2-methyl-5-(2-methyl-4-nitrophenoxy)benzo[d]thiazole CC=1SC2=C(N1)C=C(C=C2)OC2=C(C=C(C=C2)[N+](=O)[O-])C